2-N-acetylglucosamine C(C)(=O)N[C@H]1C(O)O[C@@H]([C@H]([C@@H]1O)O)CO